2-amino-3-methyl-N-((3aR,4S,7aR)-octahydro-1-benzofuran-4-yl)-N-((5-(trifluoromethyl)-2-pyridinyl)methyl)-6-quinolinecarboxamide NC1=NC2=CC=C(C=C2C=C1C)C(=O)N(CC1=NC=C(C=C1)C(F)(F)F)[C@H]1CCC[C@@H]2[C@@H]1CCO2